C(=C)OC1=CC=C(C=C1)OC1=CC=C(C=C1)OC=C bis[4-(vinyloxy) phenyl] ether